CC(CCCCC1SSCC1)C#C 3-(5-methyl-6-heptyn-1-yl)-1,2-dithiolane